C1(=CC=CC=C1)[Si](O[Si](O[Si](C1=CC=CC=C1)(C1=CC=CC=C1)C1=CC=CC=C1)(C1=CC=CC=C1)C1=CC=CC=C1)(C1=CC=CC=C1)C1=CC=CC=C1 octaphenyl-trisiloxane